(4-trifluoromethoxyphenyl)propionic acid FC(OC1=CC=C(C=C1)C(C(=O)O)C)(F)F